lithium 2-(tert-butyl)-2-butylpropanedioate C(C)(C)(C)C(C(=O)[O-])(C(=O)[O-])CCCC.[Li+].[Li+]